1,4-cyclohexanedihydrazide C1(CCC(CC1)C(=O)NN)C(=O)NN